CC(C(=O)OOC(CCC)=O)CC n-butanoyl 2-methylbutanoyl peroxide